4-[(2-{3-[5-(difluoromethyl)-1,3,4-oxadiazol-2-yl]-5-fluorophenyl}-1H-imidazol-1-yl)methyl]-2-fluoro-N-methylbenzamide FC(C1=NN=C(O1)C=1C=C(C=C(C1)F)C=1N(C=CN1)CC1=CC(=C(C(=O)NC)C=C1)F)F